CC[C@@H](C1=CC=CC=C1)NC(=O)C2=C(C(=NC3=CC=CC=C32)C4=CC=CC=C4)NS(=O)(=O)C The molecule is a member of the class of quinolines that is the amide obtained by formal condensation of the carboxy group of 3-[(methanesulfonyl)amino]-2-phenylquinoline-4-carboxylic acid with the amino group of (1S)-1-phenylpropan-1-amine. A neurokinin-3 receptor antagonist that has been trialled as a potential drug for treatment of schizophrenia and menopausal symptoms. It has a role as a neurokinin-3 receptor antagonist and an antipsychotic agent. It is a member of quinolines, a secondary carboxamide, a sulfonamide and an aromatic amide.